2-(4-bromophenyl)-5-(4-methoxybenzamido)-1,3,4-thiadiazole BrC1=CC=C(C=C1)C=1SC(=NN1)NC(C1=CC=C(C=C1)OC)=O